C(CC)(=S)OC1=C(C(=NC=C1)Cl)Cl (2,3-dichloropyridin-4-yl) thiopropionate